4-(7-fluoro-1-((6-(trifluoromethyl)pyridazin-3-yl)methyl)-benzimidazol-2-yl)-1,2,5-oxadiazol-3-amine FC1=CC=CC2=C1N(C(=N2)C=2C(=NON2)N)CC=2N=NC(=CC2)C(F)(F)F